ClC1=C2C(=NN(C2=C(C=C1)C1=CC2=C(NCC(N2)=O)N=C1[C@H](CC1=CC(=CC(=C1)F)F)NC(OC(C)(C)C)=O)C)NS(=O)(=O)C tert-butyl (S)-(1-(7-(4-chloro-1-methyl-3-(methylsulfonamido)-1H-indazol-7-yl)-2-oxo-1,2,3,4-tetrahydropyrido[2,3-b]pyrazin-6-yl)-2-(3,5-difluorophenyl)ethyl)carbamate